7-fluoro-2-((1-(4-methylbenzyl)piperidin-4-yl)methyl)-imidazo-[1,2-c]-quinazolin-5-amine FC1=CC=CC=2C=3N(C(=NC12)N)C=C(N3)CC3CCN(CC3)CC3=CC=C(C=C3)C